ClC=1C=NC=C(C1[C@@H](C)OC=1C=C2C(=NN(C2=CC1C)C1OCCCC1)I)Cl 5-((R)-1-(3,5-dichloropyridin-4-yl)ethoxy)-3-iodo-6-methyl-1-(tetrahydro-2H-pyran-2-yl)-1H-indazole